(2R,6S)-N-{2-[(6-chloropyridin-3-yl)methyl]-2-azaspiro[3.3]heptan-6-yl}-2,6-dimethyl-4-[5-(trifluoromethyl)pyrimidin-2-yl]piperazine-1-carboxamide ClC1=CC=C(C=N1)CN1CC2(C1)CC(C2)NC(=O)N2[C@@H](CN(C[C@@H]2C)C2=NC=C(C=N2)C(F)(F)F)C